5-(2,6-dimethylphenoxy)-1-methyl-2-oxo-1,2-dihydropyridin CC1=C(OC=2C=CC(N(C2)C)=O)C(=CC=C1)C